OCCS(=O)(=O)NC1=CC(=C(C(=O)NC2=CC=C3C(=N2)N(N=C3)CC(C(F)(F)F)(F)F)C=C1)N1CCC3(CC3)CC1 4-((2-hydroxyethyl)sulfonamido)-N-(1-(2,2,3,3,3-pentafluoropropyl)-1H-pyrazolo[3,4-b]pyridin-6-yl)-2-(6-azaspiro[2.5]octan-6-yl)benzamide